NC1=NC2=CC(=CC=C2C(=N1)NC1CC(C1)(O)C)C1=CC=NN1 3-((2-amino-7-(1H-pyrazol-5-yl)quinazolin-4-yl)amino)-1-methylcyclobutanol